CC1=C(C(=C(C1([Hf]C1=C(C2=C3CCCC3=CC=C2C1)CC(C)C)C)C)C)C pentamethylcyclopentadienyl(1-isobutyl-3,6,7,8-tetrahydro-as-indacenyl)hafnium